5-(4-Bromo-3-{[(piperidin-4-yl)methyl]amino}phenyl)-1,3,4-oxadiazol-2(3H)-one BrC1=C(C=C(C=C1)C1=NNC(O1)=O)NCC1CCNCC1